CC1=CC(C(CC1)C(=C)C)C1=C(C=C(C=C1OCCC)CCCCC)O 2-(3-Methyl-6-prop-1-en-2-ylcyclohex-2-en-1-yl)-5-pentyl-3-propoxyphenol